2-(3-cyclohexyloxy)acetic acid, 2-cyclohex-2-enyl ester C1CC(CCC1)OCC(=O)OC=1CCCCC1